tert-Butyl (3S)-3-[4-[(7-fluoro-1,2-benzothiazol-6-yl)amino]quinazolin-6-yl]pyrrolidine-1-carboxylate FC1=C(C=CC=2C=NSC21)NC2=NC=NC1=CC=C(C=C21)[C@H]2CN(CC2)C(=O)OC(C)(C)C